C(C)(=O)[O-].C1(=CC=CC=C1)P(C1=CC=CC=C1)(C1=CC=CC=C1)=[N+]=P(C1=CC=CC=C1)(C1=CC=CC=C1)C1=CC=CC=C1 Bis(triphenylphosphoranylidene)-ammonium acetate